bromodispiro[[1,3]dioxolane-2,1'-cyclohexane-4',1''-indene] BrC=1C2(C3=CC=CC=C3C1)CCC1(CC2)OCCO1